COC([C@H]1N(CCC1)C(=O)OC(C)(C)C)=O Boc-L-proline-methyl ester